BrC1=CC=C(C=C1)C1(CC(C1)(F)F)C(=O)NC1=CC=C(C=C1)F 1-(4-bromophenyl)-3,3-difluoro-N-(4-fluorophenyl)cyclobutane-1-carboxamide